ClC=1C(=CC=2C3N(N4C(C2C1)=CC(C(=C4)C(=O)OCC)=O)C4(CC3)CC4)OCCCOC ethyl l-11'-chloro-12'-(3-methoxypropoxy)-8'-oxo-1',2',8',13b'-tetrahydrospiro[cyclopropane-1,3'-pyrido[2,1-a]pyrrolo[1,2-c]phthalazine]-7'-carboxylate